FC=1C=C(C=CC1OC(F)(F)F)O 3-fluoro-4-trifluoromethoxyphenol